(R)-2-(bis(4-methoxybenzyl)amino)-4-(hexan-3-ylamino)pyrido[4,3-d]pyrimidin-5(6H)-one COC1=CC=C(CN(C=2N=C(C3=C(N2)C=CNC3=O)N[C@H](CC)CCC)CC3=CC=C(C=C3)OC)C=C1